The molecule is the radioactive isotope of silicon with relative atomic mass 31.974148. The longest-lived silicon radionuclide with half-life of 172 years. [32Si]